(2-chloro-7-methyl-8-oxo-7,8-dihydro-9H-purin-9-yl)bicyclo[2.2.2]octane-1-carbonitrile ClC1=NC=C2N(C(N(C2=N1)C1C2(CCC(C1)CC2)C#N)=O)C